OC1=CC=C2C(C[C@@H](OC2=C1)C1=CC=C(C=C1)O)=O (2R)-7-hydroxy-(4-hydroxyphenyl)chroman-4-one